FC(C(=O)O)(F)F.FC1=C(C=CC(=C1)F)S(=O)(=O)NC=1C(=NC=C(C1)C=1C=C2C(=NC=NC2=CC1)C1CCNCC1)OC 2,4-Difluoro-N-(2-methoxy-5-(4-(piperidin-4-yl)quinazolin-6-yl)pyridin-3-yl)benzenesulfonamide trifluoroacetate